6-[(2R)-2-amino-3,3-dimethylbutyl]-2-chloro-N-[(furan-2-yl)methyl]thieno[3,2-d]pyrimidin-4-amine dihydrochloride Cl.Cl.N[C@H](CC1=CC=2N=C(N=C(C2S1)NCC=1OC=CC1)Cl)C(C)(C)C